(2-(1,3-dioxolan-2-yl)-6-fluorophenyl)-2-fluoroethan-1-one O1C(OCC1)C1=C(C(=CC=C1)F)C(CF)=O